N,N-didesyl-N,N-dimethylammonium C1(=CC=CC=C1)C(=O)C(C1=CC=CC=C1)[N+](C)(C)C(C(C1=CC=CC=C1)=O)C1=CC=CC=C1